C[C@@H]1CN(C[C@@H](N1)C)C1=C(C=CC=C1)C(F)(F)F (3R,5S)-3,5-dimethyl-1-[2-(trifluoromethyl)phenyl]piperazine